C(N)(=O)N[C@@H](CC1=CC=C(C=C1)O)C(=O)O carbamoyl-p-hydroxyphenylalanine